COC1=C(CN2CC3=C(CC2)C(=C(S3)NC(=O)NCCCCN3CCCC3)C(=O)N)C=CC=C1 6-(2-methoxybenzyl)-2-{3-[4-(pyrrolidin-1-yl)butyl]ureido}-4,5,6,7-tetrahydrothieno[2,3-c]pyridine-3-carboxamide